NC1=C2C(=NC=N1)N(N=C2C2=CC=C(C=C2)OC2=CC=CC=C2)C2CCN(CC2)C2CC1(C2)CCN(CC1)C=1C=C2C(N(C(C2=CC1)=O)C1C(NC(CC1)=O)=O)=O 5-[2-[4-[4-amino-3-(4-phenoxyphenyl)pyrazolo[3,4-d]pyrimidin-1-yl]-1-piperidinyl]-7-azaspiro[3.5]non-7-yl]-2-(2,6-dioxo-3-piperidinyl)isoindoline-1,3-dione